(4S)-7-chloro-6-(3-fluoro-2-pyridinyl)-N-(2-hydroxy-2-methyl-propyl)-4-methyl-8-(trifluoromethyl)-4H-imidazo[1,2-a][1,4]benzodiazepine-2-Carboxamide ClC1=C(C=CC2=C1C(=N[C@H](C=1N2C=C(N1)C(=O)NCC(C)(C)O)C)C1=NC=CC=C1F)C(F)(F)F